C(C=C)(=O)N1[C@@H](CN(CC1)C(=O)C1CC1)C=1C=C(C=C(C1)Cl)C1=CC(=C(C=C1)F)C(=O)N (R)-3'-(1-acryloyl-4-(cyclopropanecarbonyl)piperazin-2-yl)-5'-chloro-4-fluoro-[1,1'-biphenyl]-3-carboxamide